C(C)(C)(C)OC(=O)N1CC2=C(CC1)N(N=C2C(=O)O)COCC[Si](C)(C)C 5-[(tert-butoxy)carbonyl]-1-[2-(trimethylsilyl)ethoxy]methyl-1H,4H,5H,6H,7H-pyrazolo[4,3-c]pyridine-3-carboxylic acid